C(CCC)C=1C=NC(=NC1)C1=CC=C(C#N)C=C1 4-(5-butyl-2-pyrimidinyl)benzonitrile